C(C)(C)(C)OC(=O)N1C(C(=CC1)C1=CC=2C(=NC=CC2NC=2C=CC3=C(N=CS3)C2F)S1)(C)C 3-(4-((4-fluorobenzo[d]thiazol-5-yl)amino)thieno[2,3-b]pyridin-2-yl)-2,2-dimethyl-2,5-dihydro-1H-pyrrole-1-carboxylic acid tert-butyl ester